COC=1C(=NC(=C(C1)CCCCC)OC)CC(CC)N 1-(3,6-dimethoxy-5-pentylpyridin-2-yl)butan-2-amine